N(=C=O)C1=C(C=CC(=C1)N=C=O)[N+](=O)[O-] 2,4-diisocyanato-1-nitrobenzene